(2S,3S)-5-(2,4-difluorophenyl)-2-(hydroxymethyl)-3-methyl-3,4-dihydro-2H-pyrano[2,3-b]Pyridine-7-carboxylic acid ethyl ester C(C)OC(=O)C1=CC(=C2C(=N1)O[C@@H]([C@H](C2)C)CO)C2=C(C=C(C=C2)F)F